Cl.Cl.ClCCN1CCN(CC1)C1=CC(=CC=C1)C(F)(F)F (2-chloroethyl)-4-[3-(trifluoromethyl)phenyl]piperazine dihydrochloride